5-Bromo-N-methylpyridine-2-sulfonamide BrC=1C=CC(=NC1)S(=O)(=O)NC